BrC1=CC2=C(N=C(N=C2)NC)N2C1=NN=C2C 6-bromo-N,9-dimethyl-[1,2,4]triazolo[4',3':1,6]pyrido[2,3-d]pyrimidin-2-amine